(2R)-3-methyl-2-[4-methoxy-3-(3-methoxypropoxy)benzyl]-1-butanol CC([C@H](CO)CC1=CC(=C(C=C1)OC)OCCCOC)C